(E)-1-benzyl-6-bromo-3-(nitromethylene)indolin-2-one C(C1=CC=CC=C1)N1C(/C(/C2=CC=C(C=C12)Br)=C/[N+](=O)[O-])=O